[Cl-].[Cl-].C[Si](=[Zr+2](C1C(=CC2=C(C(=C(C(=C12)C)C)C)C1=CC=C(C=C1)C(C)(C)C)C)C1C(=CC2=C(C=CC=C12)C1=CC=CC=C1)C(C)C)C Dimethylsilylene-(2-isopropyl-4-phenyl-indenyl)(2,5,6,7-tetramethyl-4-(p-tert-butyl-phenyl)indenyl)zirconium dichloride